NC=1N=NC(=CC1C=1C(=NN(C1)C1CCC(CC1)N1CCN(CC1)C1=C2CCN(C2=CC=C1)C1C(NC(CC1)=O)=O)C)C1=C(C=CC=C1)O 3-(4-(4-((1r,4r)-4-(4-(3-amino-6-(2-hydroxyphenyl)pyridazin-4-yl)-3-methyl-1H-pyrazol-1-yl)cyclohexyl)piperazin-1-yl)indolin-1-yl)piperidine-2,6-dione